3-(6-methoxypyridin-3-yl)-5-oxopiperidine-1-carboxylic acid tert-butyl ester C(C)(C)(C)OC(=O)N1CC(CC(C1)=O)C=1C=NC(=CC1)OC